1-(4-((3,4-diaminophenyl)thio)phenyl)piperidin-4-ol ethyl-5-[(3,5-difluorophenyl)methyl]-1,3,4-thiadiazole-2-carboxylate C(C)S1C(=NN=C1CC1=CC(=CC(=C1)F)F)C(=O)OC1CCN(CC1)C1=CC=C(C=C1)SC1=CC(=C(C=C1)N)N